2,2,2-trifluoro-N-{cis-3-[methyl-(7H-pyrrolo[2,3-d]pyrimidin-4-yl)amino]cyclobutyl}ethanesulfonamide FC(CS(=O)(=O)N[C@@H]1C[C@@H](C1)N(C=1C2=C(N=CN1)NC=C2)C)(F)F